ClC=1C=CC=C2CCC(NC12)=O 8-chloro-3,4-dihydro-1H-quinolin-2-one